FC=1C(=NC=C(C1)F)CNC(=O)C1=CN=C(S1)N1CCC(CC1)N1C[C@@H](CCC1)COCC(F)(F)F N-[(3,5-difluoropyridin-2-yl)methyl]-2-{(3R)-3-[(2,2,2-trifluoroethoxy)methyl][1,4'-bipiperidin]-1'-yl}-1,3-thiazole-5-carboxamide